NC=1C2=C(N=CN1)N(C=C2C2=CC=C(C=1N2C=CN1)NC(=O)NC1=NOC(=C1)C(C(F)(F)F)(C)C)C1CC1 1-(5-(4-amino-7-cyclopropyl-7H-pyrrolo[2,3-d]pyrimidin-5-yl)imidazo[1,2-a]pyridin-8-yl)-3-(5-(1,1,1-trifluoro-2-methylpropan-2-yl)isoxazol-3-yl)urea